CC1(C2C(NC3=CC(=CC=C13)C)C1=C(S(C2)=O)C=2C=CC=CC2SC1)C 7,7,10-trimethyl-6a,7,12,12a-tetrahydro-6H,13H-thiochromeno[3',4':5,6]thiopyrano[4,3-b]quinolone